1-(5-methyl-2,5-diazabicyclo[2.2.1]heptane-2-yl)-3-methylenepent-4-ene CN1C2CN(C(C1)C2)CCC(C=C)=C